COC1=C(C=C(C=C1)C(CN1C([C@@H]2N(CCN(C2)C#N)CC1)=O)C)C1=CC=NN1 (9aR)-8-(2-(4-methoxy-3-(1H-pyrazol-5-yl)phenyl)propyl)-9-oxooctahydro-2H-pyrazino[1,2-a]pyrazine-2-carbonitrile